tert-butyl (1R,3S,5S)-3-[(6-[6-methoxy-5-[1-(oxan-2-yl)pyrazol-4-yl]pyridin-2-yl]pyridazin-3-yl)(methyl) amino]-8-azabicyclo[3.2.1]octane-8-carboxylate COC1=C(C=CC(=N1)C1=CC=C(N=N1)N(C1C[C@H]2CC[C@@H](C1)N2C(=O)OC(C)(C)C)C)C=2C=NN(C2)C2OCCCC2